C(C)OC(=O)C1=NOC(C1)(C1=CC=CC=C1)C1=CC=CC=C1 4,5-dihydro-5,5-diphenylisoxazole-3-carboxylic acid ethyl ester